C(CCCCCCCCCCC)NCCCCN laurylbutylenediamine